OCC=1C(=NC=CC1)NC=1N=C(N=NC1C(=O)N)NC1=C(C=C2CCNCC2=C1)OC ((3-(hydroxymethyl)pyridin-2-yl)amino)-3-((6-methoxy-1,2,3,4-tetrahydroisoquinolin-7-yl)amino)-1,2,4-triazine-6-carboxamide